C(#N)C1=CC=2N(N=C1)C(=CC2)C2=CC(=C(C=N2)C2=NN=C(S2)C(=O)N2C[C@@H](CC2)NC(=O)C2CC2)NC(C)C (R)-N-(1-(5-(6-(3-cyanopyrrolo[1,2-b]pyridazin-7-yl)-4-(isopropylamino)pyridin-3-yl)-1,3,4-thiadiazole-2-carbonyl)pyrrolidin-3-yl)cyclopropanecarboxamide